4,4'-(propane-2,2-diyl)bis(2-cyclohexylphenol) CC(C)(C1=CC(=C(C=C1)O)C1CCCCC1)C1=CC(=C(C=C1)O)C1CCCCC1